tert-butyl (2R)-4-[6-bromo-1-[5-(difluoromethyl)-1,3,4-thiadiazol-2-yl]-3-methyl-2-oxo-benzimidazol-4-yl]-2-methyl-piperazine-1-carboxylate BrC=1C=C(C2=C(N(C(N2C)=O)C=2SC(=NN2)C(F)F)C1)N1C[C@H](N(CC1)C(=O)OC(C)(C)C)C